methyl (5R)-3-((6-amino-4-(cyclopropyl(methyl)amino)pyridazin-3-yl)methyl)-2-oxo-5-(trifluoromethyl)piperidine-3-carboxylate NC1=CC(=C(N=N1)CC1(C(NC[C@@H](C1)C(F)(F)F)=O)C(=O)OC)N(C)C1CC1